C(CC)C=1CCOC1 R-4-propyldihydrofuran